D,L-Lactamide CC(C(=O)N)O